N-(2-fluoro-4-(7-methyl-1,4-diazepan-1-yl)phenyl)-7-methoxy-2-methylimidazo[1,2-a]pyridine-6-carboxamide FC1=C(C=CC(=C1)N1CCNCCC1C)NC(=O)C=1C(=CC=2N(C1)C=C(N2)C)OC